2-(3,5-bis-α-cumyl-2-hydroxyphenyl)-2H-benzotriazole C(C)(C)(C1=CC=CC=C1)C=1C(=C(C=C(C1)C(C)(C)C1=CC=CC=C1)N1N=C2C(=N1)C=CC=C2)O